Cyclobutylidenebis[2-(5-methyl-2-furyl)-4-(4-fluorophenyl)-5-methyl-1-indenyl]zirconium dichloride [Cl-].[Cl-].C1(CCC1)=[Zr+2](C1C(=CC2=C(C(=CC=C12)C)C1=CC=C(C=C1)F)C=1OC(=CC1)C)C1C(=CC2=C(C(=CC=C12)C)C1=CC=C(C=C1)F)C=1OC(=CC1)C